[2-({[(3-fluoro(2-pyridyl))cyclobutyl]methyl}amino)pyrimidin-5-yl]-N-pyrazol-5-ylcarboxamide FC=1C(=NC=CC1)C1(CCC1)CNC1=NC=C(C=N1)C(=O)NC1=CC=NN1